tert-butyl 4-(7-(6-(bis(4-methoxybenzyl)amino)pyridin-2-yl)-6-chloro-8-fluoro-2-(((2R,7aS)-2-fluorotetrahydro-1H-pyrrolizin-7a(5H)-yl)methoxy)quinazolin-4-yl)piperazine-1-carboxylate COC1=CC=C(CN(C2=CC=CC(=N2)C2=C(C=C3C(=NC(=NC3=C2F)OC[C@]23CCCN3C[C@@H](C2)F)N2CCN(CC2)C(=O)OC(C)(C)C)Cl)CC2=CC=C(C=C2)OC)C=C1